6-methyl-4-(phenylthio)-2-(trifluoromethyl)quinazoline CC=1C=C2C(=NC(=NC2=CC1)C(F)(F)F)SC1=CC=CC=C1